trimethylsilyl-benzofuran C[Si](C)(C)C=1OC2=C(C1)C=CC=C2